4-({3-[8-bromo-3-(2,2,2-trifluoroethyl)imidazo[1,2-a]pyridin-2-yl]prop-2-yn-1-yl}amino)-3-methoxy-N,N-bis({[2-(trimethylsilyl)ethoxy]methyl})benzenesulfonamide BrC=1C=2N(C=CC1)C(=C(N2)C#CCNC2=C(C=C(C=C2)S(=O)(=O)N(COCC[Si](C)(C)C)COCC[Si](C)(C)C)OC)CC(F)(F)F